N(N)C1=CC=C(C=N1)C#N 6-hydrazinyl-3-pyridinecarbonitrile